O[C@@H]1C[C@H]2[C@H](CCC3=C(O2)C=C(C=C3)C(=O)O)[C@H]1\C=C\C(C1(CC1)C1=CC(=CC=C1)OC)O (1R,2R,3aS,10aR)-2-hydroxy-1-{(1E,3ξ)-3-hydroxy-3-[1-(3-methoxyphenyl)cyclopropyl]-1-propen-1-yl}-2,3,3a,9,10,10a-hexahydro-1H-benzo[b]cyclopenta[f]oxepin-6-carboxylic acid